OC1CN(CCC1)CC1(CCCC1)CNC(=O)C1=CC2=C(S1)CCCCCC2 N-[[1-[(3-hydroxypiperidin-1-yl)methyl]cyclopentyl]methyl]-4,5,6,7,8,9-hexahydrocycloocta[b]thiophene-2-carboxamide